5-chloro-2-(difluoromethyl)-N-((1r,4r)-4-((3-(6-(oxetan-3-ylamino)pyridin-3-yl)-2-oxo-2,3-dihydro-1H-benzo[d]imidazol-1-yl)methyl)cyclohexyl)nicotinamide ClC=1C=NC(=C(C(=O)NC2CCC(CC2)CN2C(N(C3=C2C=CC=C3)C=3C=NC(=CC3)NC3COC3)=O)C1)C(F)F